C(C)S(=O)(=O)C=1C=NC(=NC1)N1C[C@H](NCC1)C 5-(ethanesulfonyl)-2-[(3R)-3-methylpiperazin-1-yl]pyrimidine